(R)-1-(6-chloro-1-((1-(methylsulfonyl)azetidin-3-yl)oxy)-2,7-naphthyridin-4-yl)propan-1-ol ClC=1C=C2C(=CN=C(C2=CN1)OC1CN(C1)S(=O)(=O)C)[C@@H](CC)O